O[C@@H]1CC[C@H](CC1)C1=CC=C(C(=O)OC)C=C1 trans-methyl 4-(4-hydroxycyclohexyl)benzoate